ClC1=NC=C(C(=N1)NCCCN1C(CCOC2=C1C=CC(=C2)F)=O)C(F)(F)F 5-(3-[(2-chloro-5-(trifluoromethyl)pyrimidin-4-yl)amino]propyl)-8-fluoro-2,3,4,5-tetrahydro-1,5-benzoOxazepine-4-one